ClC1=CC(=C(C=C1)N1CCNCCC1)F 1-(4-Chloro-2-fluoro-phenyl)-1,4-diazepane